(2-chloropyridin-3-yl)methyl (4-nitrophenyl) carbonate C(OCC=1C(=NC=CC1)Cl)(OC1=CC=C(C=C1)[N+](=O)[O-])=O